4-(2-hydroxyethyl)piperazinyl-1-ethanesulfonic acid OCCN1CCN(CC1)C(C)S(=O)(=O)O